(3-Benzyl-1,2,3-oxadiazol-3-ium-5-yl)((3-(2-phenylacetamido)-5-(trifluoromethyl)phenyl)-carbamoyl)amide C(C1=CC=CC=C1)[N+]1=NOC(=C1)[N-]C(NC1=CC(=CC(=C1)C(F)(F)F)NC(CC1=CC=CC=C1)=O)=O